(E)-3-(1-((4-(tert-pentyl)phenyl)sulfonyl)-1H-indol-3-yl)-1-phenylprop-2-en-1-one C(C)(C)(CC)C1=CC=C(C=C1)S(=O)(=O)N1C=C(C2=CC=CC=C12)/C=C/C(=O)C1=CC=CC=C1